2-chloro-5-[3-(difluoromethyl)-5-[(3,5-difluoro-2-pyridyl)methyl]pyrazol-1-yl]-3-fluoro-pyridine ClC1=NC=C(C=C1F)N1N=C(C=C1CC1=NC=C(C=C1F)F)C(F)F